5-(1-benzyl-1H-pyrazol-3-yl)-2-chloro-7H-pyrrolo[2,3-d]pyrimidine C(C1=CC=CC=C1)N1N=C(C=C1)C1=CNC=2N=C(N=CC21)Cl